2-((2S)-2-(methoxycarbamoyl)-4-(4-(trifluoromethyl)phenyl)pyrrolidin-1-yl)pyrimidine-5-carboxylic acid CONC(=O)[C@H]1N(CC(C1)C1=CC=C(C=C1)C(F)(F)F)C1=NC=C(C=N1)C(=O)O